tert-Butyl 2-(2,2-difluorocyclopropanecarbonyl)hydrazinecarboxylate FC1(C(C1)C(=O)NNC(=O)OC(C)(C)C)F